ClC=1C(=NC=CC1OC=1C=CC(=NC1)NC(=O)C1=CN(N=C(C1=O)C1=CC=C(C=C1)F)C1CC1)N=C(C1=CC=CC=C1)C1=CC=CC=C1 N-(5-((3-chloro-2-((diphenylmethylene)amino)pyridin-4-yl)oxy)pyridin-2-yl)-2-cyclopropyl-6-(4-fluorophenyl)-5-oxo-2,5-dihydropyridazine-4-carboxamide